Cl[Zr]O chlorohydroxyzirconium